5-Methyltricyclo[6.2.1.02,7]undecan-4-one CC1C(CC2C3CCC(C2C1)C3)=O